4'-[4-(3-hydroxypropyloxy)benzoyl]chalcone OCCCOC1=CC=C(C(=O)C2=CC=C(C(/C=C/C3=CC=CC=C3)=O)C=C2)C=C1